C(C)[Si](OCC)(CC)C(C#N)C diethyl-ethoxysilyl-propionitrile